BrCCCCCCC(=O)OCCCCCCCCC=CCC=CCCCCC octadec-9,12-diene-1-yl 7-bromoheptanoate